2-(((2r,3s,4r,5r)-5-(6-amino-9H-purin-9-yl)-3,4-dihydroxytetrahydrofuran-2-yl)methoxy)-4-(3-methylphenyl)-1,3,2-dioxaphosphorinane 2-sulfide NC1=C2N=CN(C2=NC=N1)[C@H]1[C@@H]([C@@H]([C@H](O1)COP1(OCCC(O1)C1=CC(=CC=C1)C)=S)O)O